3-((2S)-3-(8-(3-(furan-2-yl)phenylsulfonyl)-1-oxa-8-azaspiro[4.5]decan-3-ylamino)-2-hydroxypropoxy)-N-methylbenzenesulfonamide O1C(=CC=C1)C=1C=C(C=CC1)S(=O)(=O)N1CCC2(CC(CO2)NC[C@@H](COC=2C=C(C=CC2)S(=O)(=O)NC)O)CC1